2-(isoquinolin-6-yloxy)-2-methylpropanamide C1=NC=CC2=CC(=CC=C12)OC(C(=O)N)(C)C